CSC1=C(C=CC=C1)B(O)O (2-(Methylthio)phenyl)boronic acid